dimethoxyaminoethyl-aminopropyl-silane CON(OC)CC[SiH2]CCCN